BrC1=CC=C(O1)C1=CC=C(S1)C=C(C#N)C#N 2-[5-(5-bromo-furan-2-yl)-thiophen-2-ylmethylene]-malononitrile